4-((R)-3-((cyclobutylmethyl)amino)piperidin-1-yl)-1-(1-(4-(5-(2,2,2-trifluoroethoxy)pyridin-3-yl)-1H-1,2,3-triazol-1-yl)ethyl)pyridin-2(1H)-one C1(CCC1)CN[C@H]1CN(CCC1)C1=CC(N(C=C1)C(C)N1N=NC(=C1)C=1C=NC=C(C1)OCC(F)(F)F)=O